C(N)(OCCC(NC1=CC=2C(C=3N=C(N=CC3C2C=C1)C(F)(F)F)=O)=O)=O (3-oxo-3-((9-oxo-2-(trifluoromethyl)-9H-indeno[2,1-d]pyrimidin-7-yl) amino) propyl) carbamate